N-tert-butylbis(2-benzothiazolyl)sulfenamide C(C)(C)(C)N(SC=1SC2=C(N1)C=CC=C2)C=2SC1=C(N2)C=CC=C1